tert-Butyl (2S)-2-[(4-ethoxycarbonyl-5,5,5-trifluoro-4-hydroxy-pentoxy)methyl]pyrrolidine-1-carboxylate C(C)OC(=O)C(CCCOC[C@H]1N(CCC1)C(=O)OC(C)(C)C)(C(F)(F)F)O